2-(2-((3-(3-(aminomethyl)phenyl)benzofuran-7-yl)methoxy)phenyl)acetic acid NCC=1C=C(C=CC1)C1=COC2=C1C=CC=C2COC2=C(C=CC=C2)CC(=O)O